NC1=NC=CC=C1C1=NC=2C(=NC(=CC2)C2=CC=CC=C2)N1C1=CC=C(CN2CCC(CC2)NC(C2=CN=CC=C2C#N)=O)C=C1 N-(1-(4-(2-(2-Aminopyridin-3-yl)-5-phenyl-3H-imidazo[4,5-b]pyridin-3-yl)benzyl)piperidin-4-yl)-4-cyanonicotinamide